[(6-fluoro-5-methoxypyridin-3-yl)methyl]({2-[(9R)-9-(pyridin-2-yl)-6-oxaspiro[4.5]decan-9-yl]ethyl})amine FC1=C(C=C(C=N1)CNCC[C@]1(CCOC2(CCCC2)C1)C1=NC=CC=C1)OC